pentylene phosphate P1(=O)(OCCCCCO1)[O-]